6-(imidazo[1,2-a]pyridine-3-carbonyl)-N-(4-(morpholinomethyl)-3-(trifluoro-methyl)phenyl)-4,5,6,7-tetra-hydrothieno[2,3-c]pyridine-3-carboxamide N=1C=C(N2C1C=CC=C2)C(=O)N2CC1=C(CC2)C(=CS1)C(=O)NC1=CC(=C(C=C1)CN1CCOCC1)C(F)(F)F